CC1=NC(=CC(=C1)C=1N=C2N(C=CC=N2)C1C1=CC2=C(OCCN2C(C)=O)C=C1)C 1-(6-(2-(2,6-Dimethylpyridin-4-yl)imidazo[1,2-a]pyrimidin-3-yl)-2,3-dihydro-4H-benzo[b][1,4]oxazin-4-yl)ethan-1-one